C(C1=CC=CC=C1)OC1=CC(=C(C#N)C=C1OC=1C(=C2C=CN(C2=C(C1F)F)S(=O)(=O)C1=CC=C(C=C1)C)SC)F 4-Benzyloxy-5-[6,7-difluoro-4-methylsulfanyl-1-(p-tolylsulfonyl)indol-5-yl]oxy-2-fluoro-benzonitrile